3-(4-(4-(hydroxymethyl)-6-(trifluoromethyl)pyridin-3-yl)phenyl)-N-(5-(trifluoromethyl)thiazol-2-yl)oxetane-3-carboxamide OCC1=C(C=NC(=C1)C(F)(F)F)C1=CC=C(C=C1)C1(COC1)C(=O)NC=1SC(=CN1)C(F)(F)F